tert-butyl 4-((1S,2S)-2-((4-(trifluoromethoxy)phenyl)sulfonamido)cyclopropyl)piperidine-1-carboxylate FC(OC1=CC=C(C=C1)S(=O)(=O)N[C@@H]1[C@@H](C1)C1CCN(CC1)C(=O)OC(C)(C)C)(F)F